1-(2-butyrylethyl)-3,7-dimethylxanthine C(CCC)(=O)CCN1C(=O)N(C=2N=CN(C2C1=O)C)C